((3,5-difluoro-4-((2-methyl-pyridin-4-yl)oxy)benzyl)oxy)-6-fluoro-3,4-dihydro-1H,9H,11H-3,11a-methanopyrimido[6',1':2,3]imidazo[5,1-c][1,4]oxazin-9-one FC=1C=C(COC2OC3CN4C2(CN2C4=C(C=NC2=O)F)C3)C=C(C1OC1=CC(=NC=C1)C)F